tert-Butyl 2-formyl-1-methyl-1H-imidazole-5-carboxylate C(=O)C=1N(C(=CN1)C(=O)OC(C)(C)C)C